FC(OC1=CC=C(C=C1)C=1C=CC(N(N1)CC=1OC(=NN1)C(F)(F)F)=O)F 6-(4-(difluoromethoxy)phenyl)-2-((5-(trifluoromethyl)-1,3,4-oxadiazol-2-yl)methyl)pyridazin-3(2H)-one